COC1=CC=C(C=C1)[C@H](C)N (1S)-1-(4-methoxyphenyl)ethylamine